ethyl-2-(2-(4-(methoxycarbamoyl)-5-oxo-2-pentyl-2,5-dihydrofuran-3-yl)-1H-indol-3-yl)acetate C(C)OC(CC1=C(NC2=CC=CC=C12)C=1C(OC(C1C(NOC)=O)=O)CCCCC)=O